FC(OC1=CC=C(C=C1)N1NC(C=2C=NC(=CC21)NC2=NC(=NC(=C2)C)C)=O)F 1-(4-(difluoromethoxy)phenyl)-6-((2,6-dimethylpyrimidin-4-yl)amino)-1,2-dihydro-3H-pyrazolo[4,3-c]pyridin-3-one